C(C)(C)(C)C1=CC=C(C(=N1)S(=O)(=O)NC(=O)C1=NC2=CC=CC(=C2C=C1)N1N=C(C=C1)F)OC N-((6-(tert-butyl)-3-methoxypyridin-2-yl)sulfonyl)-5-(3-fluoro-1H-pyrazol-1-yl)quinoline-2-carboxamide